ClC1=NC=C(C(=N1)NC1CCCC1)C#CCO 3-(2-chloro-4-(cyclopentylamino)pyrimidin-5-yl)prop-2-yn-1-ol